COC1=CC=C2C3=C(N(C2=C1)CCCN1CCNCC1)C(=NC=C3)C 7-methoxy-1-methyl-9-(3-(piperazin-1-yl)propyl)-9H-pyrido[3,4-b]indole